3-(3,3-dimethylbutyryl)-N-(4-(4-methylthiazol-5-yl)benzyl)-6-oxohexahydropyrimidine-4-carboxamide CC(CC(=O)N1CNC(CC1C(=O)NCC1=CC=C(C=C1)C1=C(N=CS1)C)=O)(C)C